CNC(C1=C(C=CC=C1)Br)=O N-methyl-2-bromobenzamide